(cis)-6-benzyl 1-tert-butyl 3-(iodomethyl)hexahydro-1H-pyrrolo[2,3-c]pyridine-1,6(2H)-dicarboxylate ICC1CN(C2CN(CCC21)C(=O)OCC2=CC=CC=C2)C(=O)OC(C)(C)C